FC1=C(C=C(C(=C1)C1=CC=C2C(=NNC2=C1)C1=NC2=C(N1)CN(C2)C)C([2H])([2H])[2H])O 2-fluoro-5-(methyl-d3)-4-(3-(5-methyl-1,4,5,6-tetrahydropyrrolo[3,4-d]imidazol-2-yl)-1H-indazol-6-yl)phenol